4-(3-isopropyl-2-(2-methylpyridin-4-yl)-1H-indol-5-yl)-6-oxo-3,6-dihydropyridine-1(2H)-carboxylic acid tert-butyl ester C(C)(C)(C)OC(=O)N1CCC(=CC1=O)C=1C=C2C(=C(NC2=CC1)C1=CC(=NC=C1)C)C(C)C